2-(5-bromo-4-methylpyridin-3-yl)-7-chlorobenzo[d]oxazole-5-formaldehyde BrC=1C(=C(C=NC1)C=1OC2=C(N1)C=C(C=C2Cl)C=O)C